CC1=C(C=CC=C1C)N1CCN(CC1)C(CN1N=C(C2=C1CCC2)C(=O)N2CCC1(CCCC(N1)=O)CC2)=O 9-(1-{2-[4-(2,3-dimethylphenyl)piperazin-1-yl]-2-oxoethyl}-1,4,5,6-tetrahydrocyclopenta[c]pyrazole-3-carbonyl)-1,9-diazaspiro[5.5]undecan-2-one